O[C@H](C(=O)OCC)[C@@H](C1=CC=CC=C1)O ethyl (2S,3R)-2,3-dihydroxy-3-phenylpropionate